N[C@@H](CC1=C(C2=NC(=CC(=C2S1)NCC=1SC=CC1)Cl)Br)CF 2-[(2S)-2-amino-3-fluoropropyl]-3-bromo-5-chloro-N-[(thiophen-2-yl)methyl]thieno[3,2-b]pyridin-7-amine